C1OCC12CCN(CC2)CC2=NN1C(C(N(CC1)C1=C(C=C(C=C1)C1=NC3=CC=C(C=C3C=N1)C(F)(F)F)C)=O)=C2C 2-((2-oxa-7-azaspiro[3.5]nonan-7-yl)methyl)-3-methyl-5-(2-methyl-4-(6-(trifluoromethyl)quinazolin-2-yl)phenyl)-6,7-dihydropyrazolo[1,5-a]pyrazin-4(5H)-one